Methyl-1-cyclopentene CC1=CCCC1